ClC=1N=C(N(C1)C)C1=CC=C(C=C1)CO [4-(4-chloro-1-methyl-imidazol-2-yl)phenyl]methanol